sodium (2s,5r)-2-fluoro-7-oxo-1,6-diazabicyclo[3.2.1]octyl-6-yl sulfate S1(=O)(=O)O[C@]2(N3C(N([C@H](CC2)C3)O1)=O)F.[Na]